2-(2-((tetrahydro-2H-pyran-2-yl)oxy)ethoxy)benzophenone O1C(CCCC1)OCCOC1=C(C(=O)C2=CC=CC=C2)C=CC=C1